CS(=O)(=O)OC=1C=C2CN(C(C2=CC1)=O)C1C(NC(CC1)=O)=O (2-(2,6-dioxopiperidin-3-yl)-1-oxoisoindolin-5-yl) methylsulfonate